(4-((1H-1,2,4-triazol-1-yl)methyl)benzyl)-2-butoxyimidazo[2,1-f][1,2,4]triazin-4-amine N1(N=CN=C1)CC1=CC=C(CC=2N=C3C(=NC(=NN3C2)OCCCC)N)C=C1